3-[2-fluoro-3-[[methyl(2,2,2-trifluoroethyl)sulfamoyl]amino]benzoyl]-5-(2-methoxypyrimidin-5-yl)-1H-pyrrolo[2,3-b]pyridine FC1=C(C(=O)C2=CNC3=NC=C(C=C32)C=3C=NC(=NC3)OC)C=CC=C1NS(N(CC(F)(F)F)C)(=O)=O